IC1=C(C=CC(=C1)[N+](=O)[O-])CC(=O)O 2-(2-iodo-4-nitrophenyl)acetic acid